C1(CCCCC1)[C@H](NS(=O)(=O)C1=CC=C(C=C1)OC(F)(F)F)C1=CC(=CC=C1)C(F)(F)F (S)-N-(cyclohexyl(3-(trifluoromethyl)phenyl)methyl)-4-(trifluoromethoxy)benzenesulfonamide